The molecule is a dioxo monocarboxylic acid that is pentanoic acid carrying two oxo groups at positions 2 and 4. It has a role as a bacterial metabolite. It is a dioxo monocarboxylic acid and a beta-diketone. It derives from a valeric acid. It is a conjugate acid of an acetylpyruvate. CC(=O)CC(=O)C(=O)O